C(C=C)(=O)OC(COC1=CC=C(C(=O)C2=CC=CC=C2)C=C1)CC 4-[2-(acryloyloxy)butoxy]benzophenone